The molecule is the (-)-enantiomer of usnic acid. It has a role as an EC 1.13.11.27 (4-hydroxyphenylpyruvate dioxygenase) inhibitor. It is a conjugate acid of a (-)-usnic acid(2-). It is an enantiomer of a (+)-usnic acid. CC1=C(C(=C2C(=C1O)[C@]3(C(=CC(=C(C3=O)C(=O)C)O)O2)C)C(=O)C)O